N(=C=S)C1=NN(C=C1C)C 3-Isothiocyanato-1,4-dimethyl-pyrazole